6,9-bis[4-(phenylazo)phenyl]anthracene C1(=CC=CC=C1)N=NC1=CC=C(C=C1)C=1C=C2C=C3C=CC=CC3=C(C2=CC1)C1=CC=C(C=C1)N=NC1=CC=CC=C1